2-(ethylsulfonyl)-7-(1-methyl-1H-pyrazol-5-yl)-3-(6-(2,2,3,3,3-pentafluoropropoxy)pyridazin-3-yl)pyrazolo[1,5-a]pyrimidine C(C)S(=O)(=O)C1=NN2C(N=CC=C2C2=CC=NN2C)=C1C=1N=NC(=CC1)OCC(C(F)(F)F)(F)F